(+/-)-trans-methyl 3-((2-chloro-5,6,7,8-tetrahydroquinazolin-4-yl)amino)bicyclo[2.2.2]octane-2-carboxylate ClC1=NC=2CCCCC2C(=N1)NC1C(C2CCC1CC2)C(=O)OC